(7-(1-((6-(methoxymethyl)pyridin-2-yl)methyl)-1H-1,2,3-triazol-4-yl)-3H-imidazo[4,5-b]pyridin-5-yl)-2-methylbenzonitrile COCC1=CC=CC(=N1)CN1N=NC(=C1)C1=C2C(=NC(=C1)C=1C(=C(C#N)C=CC1)C)NC=N2